(R or S)-2-amino-7-ethyl-7-methylfuro[3,4-b]pyridin-5(7H)-one NC1=CC=C2C(=N1)[C@@](OC2=O)(C)CC |o1:7|